3-amino-N-[2-[2-[[2-[4-[2-fluoro-5-[(4-oxo-3H-phthalazin-1-yl)methyl]benzoyl]piperazin-1-yl]-2-oxo-ethyl]amino]ethoxy]ethyl]-5-(3-fluorophenyl)pyridine-2-carboxamide NC=1C(=NC=C(C1)C1=CC(=CC=C1)F)C(=O)NCCOCCNCC(=O)N1CCN(CC1)C(C1=C(C=CC(=C1)CC1=NNC(C2=CC=CC=C12)=O)F)=O